[N+](=O)([O-])C1=CC(=C(C=C1)C(C#N)CC1=CC=CC=C1)C(F)(F)F 2-(4-nitro-2-trifluoromethylphenyl)-3-phenylpropionitrile